6-hydroxy-5-[(2-methoxy-5-methyl-4-sulfophenyl)azo]-2-naphthalenesulfonic acid disodium salt [Na+].[Na+].OC=1C(=C2C=CC(=CC2=CC1)S(=O)(=O)[O-])N=NC1=C(C=C(C(=C1)C)S(=O)(=O)[O-])OC